(+)-(S)-ethyl 2-(2-((4-(2-((1,1-dimethylethylsulfinamido)methyl)-3-fluoropyridin-4-yl)-1-(trifluoromethyl)-1H-indol-6-yl)methoxy)phenyl)acetate CC(C)([S@](=O)NCC1=NC=CC(=C1F)C1=C2C=CN(C2=CC(=C1)COC1=C(C=CC=C1)CC(=O)OCC)C(F)(F)F)C